2-(3,5-dichloro-4-[[3-(cyclopropylmethyl)-1H-indol-5-yl]oxy]phenyl)-3,5-dioxo-4H-1,2,4-triazine-6-carbonitrile ClC=1C=C(C=C(C1OC=1C=C2C(=CNC2=CC1)CC1CC1)Cl)N1N=C(C(NC1=O)=O)C#N